1-(3,5-difluoro-2-hydroxy-phenyl)ethanone FC=1C(=C(C=C(C1)F)C(C)=O)O